C(C)OC1=C(C=C(C(=C1)C(F)(F)F)OCC)C=1C=NC=CC1 3-(2,5-diethoxy-4-(trifluoromethyl)phenyl)pyridine